3-phenylpropanoate C1(=CC=CC=C1)CCC(=O)[O-]